BrC1=CC(=C(C(=N1)C)N)C 6-bromo-2,4-dimethyl-pyridin-3-amine